ClC1=C(C=CC2=C1C(=N[C@H](C=1N2C(=NN1)CC)C)C1=C(C=CC=C1F)F)C(F)(F)F (4S)-7-chloro-6-(2,6-difluorophenyl)-1-ethyl-4-methyl-8-(trifluoromethyl)-4H-[1,2,4]Triazolo[4,3-a][1,4]Benzodiazepine